(S)-1'-(6-amino-5-((2-amino-3-chloropyridin-4-yl)thio)-3-fluoropyrazin-2-yl)-1,3-dihydrospiro[indene-2,4'-piperidine]-1-amine isethionate S(=O)(=O)(O)CCO.NC1=C(N=C(C(=N1)N1CCC2(CC1)[C@@H](C1=CC=CC=C1C2)N)F)SC2=C(C(=NC=C2)N)Cl